(3R)-1-(2-(5-bromopyrimidin-2-yloxy)-4-(4-fluorophenyl)cyclopentyl)piperidin-3-ylcarbamic acid tert-butyl ester C(C)(C)(C)OC(N[C@H]1CN(CCC1)C1C(CC(C1)C1=CC=C(C=C1)F)OC1=NC=C(C=N1)Br)=O